N-(1-(2-(((1H-pyrrolo[3,2-c]pyridin-2-yl)methyl)amino)-2-oxoethyl)-6-oxo-2-phenyl-1,6-dihydropyrimidin-5-yl)-4-(thiazol-2-yl)benzamide methylsiloxymethacrylate C[SiH2]OC=C(C(=O)O)C.N1C(=CC=2C=NC=CC21)CNC(CN2C(=NC=C(C2=O)NC(C2=CC=C(C=C2)C=2SC=CN2)=O)C2=CC=CC=C2)=O